(R)-3-methyl-2-oxo-1-(2-(1-trityl-1H-imidazol-5-yl)ethyl)pyrrolidine-3-carboxylic Acid C[C@@]1(C(N(CC1)CCC1=CN=CN1C(C1=CC=CC=C1)(C1=CC=CC=C1)C1=CC=CC=C1)=O)C(=O)O